1-(4-(azetidin-3-yl)phenyl)dihydropyrimidine-2,4(1H,3H)-dione N1CC(C1)C1=CC=C(C=C1)N1C(NC(CC1)=O)=O